5-(4-Fluorophenyl)-N-(4-(3-methoxyphenyl)-3H-imidazo[4,5-c]pyridin-2-yl)-1,3,4-oxadiazol-2-amine FC1=CC=C(C=C1)C1=NN=C(O1)NC1=NC2=C(C(=NC=C2)C2=CC(=CC=C2)OC)N1